C[C@H]1[C@@H](NC(=O)[C@@H](NC(=O)[C@H]([C@@H](NC(=O)[C@@H](NC(=O)[C@H](NC(=O)C(=C)N(C(=O)CC[C@@H](NC1=O)C(=O)O)C)C)CC(C)C)C(=O)O)C)CCCN=C(N)N)/C=C/C(=C/[C@H](C)[C@H](CC2=CC=CC=C2)OC)/C The molecule is a microcystin consisting of D-alanyl, L-leucyl, (3S)-3-methyl-D-beta-aspartyl,L-arginyl, 2S,3S,4E,6E,8S,9S)-3-amino-4,5,6,7-tetradehydro-9-methoxy-2,6,8-trimethyl-10-phenyldecanoyl, D-gamma-glutamyl, and 2,3-didehydro-N-methylalanyl residues joined into a 25-membered macrocycle. Produced by the cyanobacterium Microcystis aeruginosa, it is the most studied of the microcystins. It has a role as a bacterial metabolite, an EC 3.1.3.16 (phosphoprotein phosphatase) inhibitor, a xenobiotic and an environmental contaminant.